OC1=CC=C(C=C1)C(C1=CC=C(C=C1)O)C1=CC=C(C=C1)O 1,1,1-tris-(p-hydroxyphenyl)methane